1,4,6,7-tetrahydroindol-5-one N1C=CC=2CC(CCC12)=O